C(CCC)SC1=C(C(=CC=C1)I)Cl butyl(2-chloro-3-iodophenyl)sulfane